N-(4-(butylamino)-2,6-dimethylphenyl)-2-(piperidin-1-yl)Butanamide C(CCC)NC1=CC(=C(C(=C1)C)NC(C(CC)N1CCCCC1)=O)C